C(C)OC=1C=C2C=C(C(=C(C2=CC1OCC)C1=CC(=NC=C1)N1C(C2=CC=CC=C2C(=N1)C=1C=NC=CC1)=O)CO)CO 2-[4-[6,7-diethoxy-2,3-bis(hydroxymethyl)-1-naphthalenyl]-2-pyridinyl]-4-(3-pyridinyl)-1(2H)-phthalazinone